1-(4-(1,4-dimethyl-1H-pyrazol-5-yl)-5-fluoropyrimidin-2-yl)-N-((4,5-dimethylthiazol-2-yl)methyl)piperidine-4-carboxamide CN1N=CC(=C1C1=NC(=NC=C1F)N1CCC(CC1)C(=O)NCC=1SC(=C(N1)C)C)C